3,11-Difluoro-6,8,13-trimethylquino[4,3,2-kl]acridinium methylsulfate CC1=CC2=C3C(=C1)N(C4=C(C3=[N+](C5=C2C=C(C=C5)F)C)C=C(C=C4)F)C.COS(=O)(=O)[O-]